ClC1=C(C=CC=C1Cl)C=1C(=NC=NC1C)C(=O)N 5-(2,3-dichlorophenyl)-6-methylpyrimidine-4-carboxamide